4-Xylylene Diisocyanate C1(=CC=C(C=C1)CN=C=O)CN=C=O